C(C)(C)(C)OC(CC[C@@H](C(=O)O)N)=O (S)-2-amino-pentanedioic acid 5-tert-butyl ester